pyridazine-6(5H)-carboxylic acid benzyl ester C(C1=CC=CC=C1)OC(=O)C=1CCC=NN1